C1=CC=CC=2C3=CC=CC=C3C(C12)COC(=O)N(CCC(=O)O)CC(=O)OC(C)(C)C 3-((((9H-fluoren-9-yl)methoxy)carbonyl)(2-(tert-butoxy)-2-oxoethyl)amino)propanoic acid